4-(2-{[(2R,7aS)-2-fluoro-hexahydropyrrolizin-7a-yl]methoxy}-8-fluoro-5-({2-[3-(oxiran-2-yl)phenyl]ethyl}amino)pyrido[4,3-d]pyrimidin-7-yl)-5-ethynyl-6-fluoronaphthalen-2-ol F[C@@H]1C[C@@]2(CCCN2C1)COC=1N=CC2=C(N1)C(=C(N=C2NCCC2=CC(=CC=C2)C2OC2)C2=CC(=CC1=CC=C(C(=C21)C#C)F)O)F